CC=1C=CC(=NC1)C1=CC=C(C(=O)O)C=C1 4-(5-methylpyridin-2-yl)benzoic Acid